6-(benzyloxy)-2,2-dimethylhexanenitrile C(C1=CC=CC=C1)OCCCCC(C#N)(C)C